MethylNaphthalenol CC1=C(C2=CC=CC=C2C=C1)O